(7-(4-(3,5-dimethylbenzoyl)-2,6-dimethylphenoxy)-1-ethoxy-4-hydroxyisoquinoline-3-carbonyl)glycine CC=1C=C(C(=O)C2=CC(=C(OC3=CC=C4C(=C(N=C(C4=C3)OCC)C(=O)NCC(=O)O)O)C(=C2)C)C)C=C(C1)C